C(C=C)(=O)N1C[C@@H]2COCCN2[C@H](C1)C1=CC(=NC(=C1)Cl)C1=CC(=NC=N1)C(=O)NC 6-(4-((6S,9aR)-8-acryloyloctahydropyrazino[2,1-c][1,4]oxazin-6-yl)-6-chloropyridin-2-yl)-N-methylpyrimidine-4-carboxamide